N-(1-(dimethylamino)propan-2-yl)-3-nitro-4-(trifluoromethoxy)benzenesulfonamide CN(CC(C)NS(=O)(=O)C1=CC(=C(C=C1)OC(F)(F)F)[N+](=O)[O-])C